C(C)(C)(C)OC(=O)N1CCC(CC1)C1=NC(=NO1)C1=NC(=NC(=C1)C(F)(F)F)N1C(CC1)C tert-butyl-4-(3-(2-(methylazetidin-1-yl)-6-(trifluoromethyl)pyrimidin-4-yl)-1,2,4-oxadiaZol-5-yl)piperidine-1-carboxylate